C(C)(C)(C)OC(=O)N1C=C[C@@](C1)(C1=CC=CC=C1)O (2R,4S)-1-(tert-butoxycarbonyl)-4-hydroxy-4-phenylpyrrole